C(C)(=O)[O-].OCC[NH2+]CCO di(2-hydroxyethyl)ammonium acetate